(E)-2-amino-3-((E)-5-(benzo[d]thiazole-2-yl)-2-hydroxybenzyl)amino-3-isocyanoacrylonitrile N\C(\C#N)=C(\[N+]#[C-])/NCC1=C(C=CC(=C1)C=1SC2=C(N1)C=CC=C2)O